hydroxy-1-methyl-1H-benzo[d]imidazole-5-carboxylic acid OC1=NC2=C(N1C)C=CC(=C2)C(=O)O